[Si](O)(O)(O)O.[Si](O)(O)(O)O.[Si](O)(O)(O)O.C(CC)N propyl-amine trisilicate